BrC=1C=C(C=2N(C1)C=CN2)OC2CC(C2)(F)F 6-Bromo-8-(3,3-difluorocyclobutoxy)imidazo[1,2-a]pyridine